C1(CCCCCC1)NC=1NC(/C(/N1)=C/C=1C=C2C=NNC2=CC1)=O (4Z)-2-(cycloheptylamino)-4-(1H-indazol-5-ylmethylene)-1H-imidazol-5-one